CC1=NC=C(C=N1)C1=CC=C(OC2=C(N=NN2)C(=O)O)C=C1 5-(4-(2-methylpyrimidin-5-yl)phenoxy)-1H-1,2,3-triazole-4-carboxylic acid